C1=CC=C(C(=C1)N)SSC2=CC=CC=C2N 2,2'-diamino diphenyl disulfide